5-Iodo-4-[(4-methoxyphenoxy)methyl]-1-[2-(N,N-dimethylamino)ethyl]-1H-1,2,3-triazole IC1=C(N=NN1CCN(C)C)COC1=CC=C(C=C1)OC